4-bromo-1,1':3',1''-terphenyl BrC1=CC=C(C=C1)C1=CC(=CC=C1)C1=CC=CC=C1